BrC=1C(=C(C=CC1)C(C(CC#N)=O)C)F 4-(3-Bromo-2-fluorophenyl)-3-oxopentanenitrile